C(C)(C)(C)OC(=O)N1CCN(CC1)C(=O)C=1NC=C(C1)C1=C(C=C(C=C1)Cl)Cl.CC=1C=C2CCC(NC2=CC1)C1=CC=C(C(=O)N)C=C1 4-(6-methyl-1,2,3,4-tetrahydroquinolin-2-yl)benzamide tert-Butyl-4-(4-(2,4-dichlorophenyl)-1H-pyrrole-2-carbonyl)piperazine-1-carboxylate